C(C)(=O)C=1C=C(C=CC1OCC1CO1)NC(CCC)=O N-(3-acetyl-4-(2,3-epoxypropoxy)phenyl)butyramide